FC1=C(C=CC(=C1)C(F)(F)F)C1=NC=NC(=N1)N 6-[2-fluoro-4-(trifluoromethyl)phenyl]-1,3,5-triazin-2-amine